CC(C)(OC(NCCOCCOCCNC(CCS(=O)(=O)O)=O)=O)C 2,2-dimethyl-4,15-dioxo-3,8,11-trioxa-5,14-diaza-heptadecane-17-sulfonic acid